5-((4-(2,3-difluoropyridin-4-yl)piperidin-1-yl)methyl)-2-(2,6-dioxopiperidin-3-yl)isoindoline-1,3-dione FC1=NC=CC(=C1F)C1CCN(CC1)CC=1C=C2C(N(C(C2=CC1)=O)C1C(NC(CC1)=O)=O)=O